N1=C(C=CC2=CC=CN=C12)CCC1CC(C1)N1C([C@H](CC1=O)NS(=O)(=O)C1=C(C=C(C=C1C)C)C)=O N-((S)-1-((1r*,3R*)-3-(2-(1,8-naphthyridin-2-yl)ethyl)cyclobutyl)-2,5-dioxopyrrolidin-3-yl)-2,4,6-trimethylbenzenesulfonamide